1-phenyl-1,3-trimethylindan CC1(CC(C2=CC=CC=C21)(C)C3=CC=CC=C3)C